2H-pyridine-1-carboxylate N1(CC=CC=C1)C(=O)[O-]